CC=1C=CC=C2N(CCN(C12)C(=O)OCC1=CC=CC=C1)C1=CC2=C(N=C(N=C2)SC)NC1=O benzyl 8-methyl-4-(2-methylsulfanyl-7-oxo-8H-pyrido[2,3-d]pyrimidin-6-yl)-2,3-dihydroquinoxaline-1-carboxylate